2-amino-3-bromo-N-((1S)-2-cyano-1-cyclopropylethyl)-N-((5-(trifluoromethyl)-2-pyridinyl)methyl)-6-quinolinecarboxamide NC1=NC2=CC=C(C=C2C=C1Br)C(=O)N(CC1=NC=C(C=C1)C(F)(F)F)[C@@H](CC#N)C1CC1